ClC1=C(C=C(OCC(=O)NN2CCC(CC2)C=2OC(=NN2)[C@@H]2C[C@@H](C2)C(F)(F)F)C=C1)F 2-(4-chloro-3-fluorophenoxy)-N-(4-(5-(cis-3-(trifluoromethyl)cyclobutyl)-1,3,4-oxadiazol-2-yl)piperidin-1-yl)acetamide